CC1=C(C=C(C(=C1)SC1=CC(=CC=C1)OC(C(F)(F)F)(F)F)C)C(=N)N(C)CC (2,5-dimethyl-4-{[3-(pentafluoroethoxy)phenyl]sulfanyl}phenyl)-N-ethyl-N-methylformamidine